sodium ethylenediaminetetracarboxylic acid C(CN(C(=O)O)C(=O)O)N(C(=O)O)C(=O)O.[Na]